C(C1=CC=CC=C1)OC(C[C@@H](C(COC1=C(C(=CC(=C1F)F)F)F)=O)NC(CN1CC(N(CC1)CC1=CC=CC=C1)=O)=O)=O.C1(=CC=C2C=CC3=CC=CC4=CC=C1C2=C34)NC(=O)C=3OC=CC3 N-(pyrene-1-yl)furan-2-carboxamide Benzyl-(S)-3-(2-(4-benzyl-3-oxopiperazin-1-yl)acetamido)-4-oxo-5-(2,3,5,6-tetrafluorophenoxy)pentanoate